C(C)(=O)N1CC=2N(CC1)C(=NC2C=2C=CC=C1C=C(N=CC21)C=2C=CC(=NC2)C(=O)NCC2CN(C(C2)=O)C2=C1CN(C(C1=CC=C2)=O)C2C(NC(CC2)=O)=O)CC 5-(8-(7-Acetyl-3-ethyl-5,6,7,8-tetrahydroimidazo[1,5-a]pyrazin-1-yl)isoquinolin-3-yl)-N-((1-(2-(2,6-dioxopiperidin-3-yl)-1-oxoisoindolin-4-yl)-5-oxopyrrolidin-3-yl)methyl)picolinamide